N'-((8-bromonaphthalen-1-yl)methylene)-4-methylbenzenesulfonohydrazide BrC=1C=CC=C2C=CC=C(C12)C=NNS(=O)(=O)C1=CC=C(C=C1)C